4,7-Dihydro-5H-thieno[2,3-c]pyran-5,5-d2 S1C=CC2=C1COC(C2)([2H])[2H]